ClC1=CC(=C(S1)C1=NC(=C(C=C1)OC(=O)OCC1CCC1)C)CC(=O)O ((5-chloro-2-(5-(((cyclobutylmethoxy)carbonyl)oxy)-6-methylpyridin-2-yl)thiophen-3-yl)methyl)formic acid